5-(((3S,4R)-1-((2-chloro-4-(trifluoromethyl)phenyl)sulfonyl)-4-hydroxy-4-(hydroxymethyl)pyrrolidin-3-yl)sulfonyl)picolinonitrile ClC1=C(C=CC(=C1)C(F)(F)F)S(=O)(=O)N1C[C@@H]([C@@](C1)(CO)O)S(=O)(=O)C=1C=CC(=NC1)C#N